(R)-1-(6-(2-aminoethoxy)-8,9-difluoro-1,4-dihydro-2H-pyrano[3,4-c]isoquinolin-1-yl)-3-(3-(difluoromethyl)-4-fluorophenyl)-1-methylurea NCCOC1=NC2=C(C=3C=C(C(=CC13)F)F)[C@H](COC2)N(C(=O)NC2=CC(=C(C=C2)F)C(F)F)C